FC(CCOC=1C(=C(C=CC1)C1=CC=2N(C=C1)N=C(N2)NC(OC(C)(C)C)=O)F)(C(C)(C2=CC=CC=C2)O)F tert-butyl (7-(3-((3,3-difluoro-4-hydroxy-4-phenylpentyl)oxy)-2-fluorophenyl)-[1,2,4]triazolo[1,5-a]pyridin-2-yl)carbamate